(4-cyclobutyl-phenyl)-(1,3-dimethyl-azetidin-3-yl)-(5-pyrrolidin-1-yl-pyridin-3-yl)-methanol C1(CCC1)C1=CC=C(C=C1)C(O)(C=1C=NC=C(C1)N1CCCC1)C1(CN(C1)C)C